Dimethyl 2-amino-2-methylpentanedioate NC(C(=O)OC)(CCC(=O)OC)C